C[C@H]1N(CCOC1)C1=NC=2N(C(C1)(C1=CC=NN1)C1=CC=NN1C)C=CC2 (R)-3-methyl-4-(4-(1-methyl-1H-pyrazol-5-yl)-4-(1H-pyrazol-5-yl)pyrrolo[1,2-a]pyrimidin-2-yl)morpholine